2-{4-[5-Amino-6-(3-amino-propyl)-pyrazin-2-yl]-benzylamino}-5-cyano-N-[(S)-1-(4-fluoro-phenyl)-ethyl]-nicotinamide NC=1N=CC(=NC1CCCN)C1=CC=C(CNC2=C(C(=O)N[C@@H](C)C3=CC=C(C=C3)F)C=C(C=N2)C#N)C=C1